C(C)OC(C(CC=O)=O)=O 2,4-dioxobutyric acid ethyl ester